C(C)N(CC)CCCCCCCC N,N-diethyl-n-Octylamine